3-(2-piperazin-1-yl-1,3-benzoxazol-5-yl)piperidine-2,6-dione N1(CCNCC1)C=1OC2=C(N1)C=C(C=C2)C2C(NC(CC2)=O)=O